ClC=1C=C(C=CC1F)[C@@H]1CN2[C@H](CO1)CN(CC2)C(=O)C=2C(=C(C=CC2)C=2C(C=NNC2)=O)Cl 5-[3-[(3R,9aS)-3-(3-chloro-4-fluoro-phenyl)-3,4,6,7,9,9a-hexahydro-1H-pyrazino[2,1-c][1,4]oxazine-8-carbonyl]-2-chlorophenyl]-1H-pyridazin-4-one